C(C1=CC=CC=C1)NCC1=CC=CC=C1 benzyl-(benzylamine)